N1N=NC(=C1)OC=1NC=CC1 triazoleoxy-azole